(2S,3R)-3-azido-1-(3-cyano-6-methyl-4-(trifluoromethyl)pyridin-2-yl)-N-(3-fluorophenyl)-N-methylpyrrolidine-2-carboxamide N(=[N+]=[N-])[C@H]1[C@H](N(CC1)C1=NC(=CC(=C1C#N)C(F)(F)F)C)C(=O)N(C)C1=CC(=CC=C1)F